tert-butyl 2-(6-bromo-2-methylquinolin-3-yl)acetate BrC=1C=C2C=C(C(=NC2=CC1)C)CC(=O)OC(C)(C)C